NC1=CC(C(NC1=NC=1C(=NN2C1C=CC(=C2C)C)NCCCN2CCOCC2)=NC=2C(=NN1C2C=CC(=C1C)C)NCCCN1CCOCC1)=N N3,N3'-(5-amino-3-iminopyridine-2,6(1H,3H)-diylidene)bis{6,7-dimethyl-N2-[3-(morpholin-4-yl)propyl]pyrazolo[1,5-a]pyridine-2,3-diamine}